(1R,2R)-2-((S)-5H-Imidazo[5,1-a]isoindol-5-yl)-3,3-dimethylcyclobutan-1-ol C=1N=CN2C1C1=CC=CC=C1[C@@H]2[C@@H]2[C@@H](CC2(C)C)O